3-amino-N-((3-(2-(methylamino)ethoxy)pyridin-2-yl)methyl)-6-(3-methylimidazo[1,2-a]pyridin-6-yl)-5-(oxazol-2-yl)pyrazine-2-carboxamide NC=1C(=NC(=C(N1)C=1OC=CN1)C=1C=CC=2N(C1)C(=CN2)C)C(=O)NCC2=NC=CC=C2OCCNC